N(=[N+]=[N-])C/C(/C(=O)OC)=C\C1=C(C=CC=C1)Br Methyl (2E)-2-(azidomethyl)-3-(2-bromophenyl)acrylate